OCCN1C=CC=2NC(C=CC21)=O 1-(2-hydroxyethyl)-1H,4H,5H-pyrrolo[3,2-b]pyridin-5-one